methyl (4-fluorophenyl) sulfide FC1=CC=C(C=C1)SC